CN1N=CC(=C1C1=CC=2N(C=C1)N=C(C2)NC(=O)C2CC2)OC[C@@H]2CN(CCO2)C N-[5-[2-methyl-4-[[(2S)-4-methylmorpholin-2-yl]methoxy]pyrazol-3-yl]pyrazolo[1,5-a]pyridin-2-yl]cyclopropanecarboxamide